C(C)C=1C=CC(=C(C1)S(=O)(=O)NC1=NOC2=C1C(=CC(=C2)COCCNC(OC(C)(C)C)=O)OC)OC tert-butyl (2-((3-((5-ethyl-2-methoxyphenyl)sulfonamido)-4-methoxybenzo[d]isoxazol-6-yl)methoxy)ethyl)carbamate